CN1CCOCC1 N-Methyl-morpholine